4-[(4R,10bS)-8-[(3S,4S)-3-amino-4-methoxy-1-piperidinyl]-4-methyl-3,4,6,10b-tetrahydro-1H-pyrazino[2,1-a]isoindol-2-yl]-1-methyl-1,8-naphthyridin-2-one N[C@H]1CN(CC[C@@H]1OC)C=1C=C2CN3[C@@H](C2=CC1)CN(C[C@H]3C)C3=CC(N(C1=NC=CC=C31)C)=O